(R)-1-(3-((1-chloro-4-(o-tolyl)isoquinolin-7-yl)oxy)pyrrolidin-1-yl)ethan-1-one ClC1=NC=C(C2=CC=C(C=C12)O[C@H]1CN(CC1)C(C)=O)C1=C(C=CC=C1)C